Tert-butyl 4-(1-(2,6-dioxopiperidin-3-yl)-3-methyl-2-oxo-2,3-dihydro-1H-benzo[d]imidazol-5-yl)piperidine-1-carboxylate O=C1NC(CCC1N1C(N(C2=C1C=CC(=C2)C2CCN(CC2)C(=O)OC(C)(C)C)C)=O)=O